C(C)(=O)NC1=C(C2=C(S1)C(C(CC2)(C2=CC=CC=C2)CCC#C)=O)C(=O)OCC Ethyl 2-acetamido-6-(but-3-yn-1-yl)-7-oxo-6-phenyl-4,5,6,7-tetrahydrobenzo[b]thiophene-3-carboxylate